N-(4-cyano-5-fluoro-2-methoxy-phenyl)-5-phenyl-1H-pyrrole-3-sulfonamide C(#N)C1=CC(=C(C=C1F)NS(=O)(=O)C1=CNC(=C1)C1=CC=CC=C1)OC